N-(4,6-diamino-2-(1-(2,6-difluorobenzyl)-1H-pyrazolo[3,4-c]pyridazin-3-yl)pyrimidin-5-yl)-1-(trifluoromethyl)cyclopropane-1-carboxamide NC1=NC(=NC(=C1NC(=O)C1(CC1)C(F)(F)F)N)C1=NN(C2=NN=CC=C21)CC2=C(C=CC=C2F)F